4-(3-fluorophenyl)-1-(5-(isopropylthio)-4-(4-methoxy-4-(trifluoromethyl)piperidin-1-yl)thiazol-2-yl)-3-methyl-1H-pyrazole-5-carboxylic acid FC=1C=C(C=CC1)C=1C(=NN(C1C(=O)O)C=1SC(=C(N1)N1CCC(CC1)(C(F)(F)F)OC)SC(C)C)C